(3aS,7aS)-octahydro-1H-pyrrolo[3,2-b]pyridine-1-carboxylic acid tert-butyl ester C(C)(C)(C)OC(=O)N1CC[C@@H]2NCCC[C@@H]21